C(C)(C)(C)OC(=O)N1CCC(CC1)COC=1C=NC(=CC1)N.C(CCC)N(C1=CC=CC=C1)CCCC di(n-butyl)aniline tert-butyl-4-(((6-aminopyridin-3-yl)oxy)methyl)piperidine-1-carboxylate